3-(6-(7H-pyrrolo[2,3-d]pyrimidin-4-yl)octahydrocyclopenta[2,1-b:5,1-b']dipyrrol-3(3aH)-yl)-3-oxopropanenitrile N1=CN=C(C2=C1NC=C2)N2C1C3(CC2)C(NCC3C(CC#N)=O)CC1